C1(CCCCC1)CN(C(=O)OCC)COC(C1=CC=CC=C1)=O (((cyclohexylmethyl)(ethoxycarbonyl)amino)methyl)benzoate